N-(5-(3,5-difluorobenzyl)-1H-indazol-3-yl)-4-(4-(4-(1-(2,6-dioxopiperidin-3-yl)-1H-benzo[d]imidazol-5-yl)but-3-yn-1-yl)piperazin-1-yl)-2-((tetrahydro-2H-pyran-4-yl)amino)benzamide FC=1C=C(CC=2C=C3C(=NNC3=CC2)NC(C2=C(C=C(C=C2)N2CCN(CC2)CCC#CC2=CC3=C(N(C=N3)C3C(NC(CC3)=O)=O)C=C2)NC2CCOCC2)=O)C=C(C1)F